C(=O)C1=CC=C(C=C1)C1=C(C(=C(C(=C1C1=CC=C(C=C1)C=O)C1=CC=C(C=C1)C=O)C1=CC=C(C=C1)C=O)C1=CC=C(C=C1)C=O)C1=CC=C(C=C1)C=O hexakis(4-formylphenyl)benzene